C(=O)(O)CC(COC1=C(C2=CC=CC=C2C=C1)C1=C(C=CC2=CC=CC=C12)OCC(CC(=O)O)C)C 2,2'-bis(3-carboxy-2-methylpropoxy)-1,1'-binaphthyl